BrC1=CC=2C(C3=CC(=CC=C3N(C2C=C1)CCCCP(O)(O)=O)Br)(C)C [4-(2,7-dibromo-9,9-dimethylacrid-10-yl)butyl]phosphonic acid